ethyl-1,3-dioxolane-2-heptanol C(C)C1(OCCO1)CCCCCCCO